3-(3-bromo-2-methylphenyl)-8-fluoro-1-methyl-quinazoline-2,4(1H,3H)-dione BrC=1C(=C(C=CC1)N1C(N(C2=C(C=CC=C2C1=O)F)C)=O)C